3-bromo-8-(2-methylpyridin-4-yl)-7-phenylimidazo[1,2-c]pyrimidin-5-amine BrC1=CN=C2N1C(=NC(=C2C2=CC(=NC=C2)C)C2=CC=CC=C2)N